COC1=C(C=CC=C1)N1C=NC2=CC=C(C=C2C1=O)[N+](=O)[O-] 3-(2-methoxyphenyl)-6-nitroquinazolin-4(3H)-one